ClC1=CC(=C(COC2=NC=3CN(CCC3C=C2C(F)(F)F)CC2=NC3=C(N2C[C@H]2OCC2)C=C(C=C3)C(=O)O)C=C1)F (S)-2-((2-((4-chloro-2-fluorobenzyl)oxy)-3-(trifluoromethyl)-5,8-dihydro-1,7-naphthyridin-7(6H)-yl)methyl)-1-(oxetan-2-ylmethyl)-1H-benzo[d]imidazole-6-carboxylic acid